spiro[cyclohexane-1,5'-imidazo[2,1-c][1,4]oxazin]-4-one N1=CCN2C1=COCC21CCC(CC1)=O